CC1=CC=C(C=C1)OC para-methylanisole